tert-butyl N-(6-bromo-5-methyl-2-pyridyl)-N-tert-butoxycarbonyl-carbamate BrC1=C(C=CC(=N1)N(C(OC(C)(C)C)=O)C(=O)OC(C)(C)C)C